methylamine stannum [Sn].CN